BrC1=C2C(C(NC2=CC=C1)=O)CCCNC 4-bromo-3-[3-(methylamino)propyl]indolin-2-one